ClC=1C(=NC(=NC1)NC1CCOCC1)C1=CC=C2CN(C(C2=C1)=O)CC(=O)NC(C)C=1C=NN(C1)C1=CC=CC=C1 2-(6-{5-chloro-2-[(oxan-4-yl)amino]pyrimidin-4-yl}-1-oxo-2,3-dihydro-1H-isoindol-2-yl)-N-[1-(1-phenyl-1H-pyrazol-4-yl)ethyl]acetamide